methyl-(2-methylpentyl)amine CNCC(CCC)C